(2S,4R)-1-(2-((2-fluorophenyl)amino)-2-oxoacetyl)-N-((S)-3-oxo-1-((S)-2-oxopyrrolidin-3-yl)-4-(trifluoromethoxy)butan-2-yl)-4-(trifluoromethyl)-pyrrolidine-2-carboxamide FC1=C(C=CC=C1)NC(C(=O)N1[C@@H](C[C@H](C1)C(F)(F)F)C(=O)N[C@@H](C[C@H]1C(NCC1)=O)C(COC(F)(F)F)=O)=O